C(C)(C)N(C=1N=CC(=NC1C=C)C(=O)N)C 5-(isopropyl-(methyl)amino)-6-vinylpyrazine-2-carboxamide